isopropyl 4-[3-aminopropyl(methyl)amino]butanoate NCCCN(CCCC(=O)OC(C)C)C